{4-[(Benzofuran-2-ylmethyl)-amino]-2-chlorophenyl}-carbamic acid propyl ester C(CC)OC(NC1=C(C=C(C=C1)NCC=1OC2=C(C1)C=CC=C2)Cl)=O